Cl.CN[C@H]1CO[C@H](C2=CC(=CC=C12)C(F)(F)F)C |r| rac-(1S,4R)-N,1-dimethyl-7-(trifluoromethyl)isochroman-4-amine hydrochloride